9-chloro-6-hydroxy-2,3-dihydro-4H-1-oxa-3a,5,8-triazaphenalen-4-one ClC1=NC=C2C(=NC(N3CCOC1=C32)=O)O